C(C)O[Si](C)(C)CCCN=C=O ethoxy(3-isocyanatopropyl)dimethylsilane